2-ethoxy-5-formylbenzonitrile C(C)OC1=C(C#N)C=C(C=C1)C=O